(1-((3-((1-((2-(2,6-dioxopiperidin-3-yl)-1,3-dioxoisoindolin-5-yl)methyl)azetidin-3-yl)oxy)phenyl)sulfonyl)piperidin-4-yl)carbamate O=C1NC(CCC1N1C(C2=CC=C(C=C2C1=O)CN1CC(C1)OC=1C=C(C=CC1)S(=O)(=O)N1CCC(CC1)NC([O-])=O)=O)=O